CC=1C=C(C=C(C1)C)P(N(CC)CC)C1=CC(=CC(=C1)C)C bis(3,5-dimethylphenyl)diethylaminophosphine